C(C=C)C(C=C)S(O)=S.C=CCS(SCC=C)=O allicin (allyl 2-propenethiosulfinate)